C(=O)C1=C(C=CC=C1)S(=O)(=O)[O-].[Na+] sodium 2-formyl-benzene-1-sulfonate